amino-(5R)-[(3S)-methylmorpholine-4-carbonyl]-piperidine NC1N(CCCC1)C(=O)N1[C@H](COCC1)C